FC1=CN=C2C=C(C(=NC2=C1OC1=NC=C(C=C1F)[N+](=O)[O-])OC)OC 7-fluoro-8-((3-fluoro-5-nitropyridin-2-yl)oxy)-2,3-dimethoxy-1,5-naphthyridine